4-(1-menthoxymethyl)-2-(3'-ethoxy-4'-hydroxyphenyl)-1,3-dioxolane C1(CC(C(CC1)C(C)C)OCC1OC(OC1)C1=CC(=C(C=C1)O)OCC)C